S1NC=NC1=O 1,2,4-thiadiazol-5(2H)-one